C(C)C=1N=C(SC1C1=CC=CC=C1)NC(/C=C/C(=O)OCC)=O (E)-ethyl 4-((4-ethyl-5-phenylthiazol-2-yl)amino)-4-oxobut-2-enoate